tert-butyl((1R,3s,5S)-8-((4-(difluoromethoxy) phenyl) sulfonyl)-8-azabicyclo[3.2.1]oct-3-yl) carbamate C(N)(O[C@@H]1C[C@]2(CC[C@@H](C1)N2S(=O)(=O)C2=CC=C(C=C2)OC(F)F)C(C)(C)C)=O